CN1[C@H]2[C@@](CCC1)(CCC2)COC=2N=C(C1=C(N2)C(=C(N=C1)C1=CC(=CC2=CC=CC(=C12)CC)O)F)N1CCOC[C@](C1)(O)C (6S)-4-(2-{[(4aS,7aR)-1-methyl-octahydro-1H-cyclopenta[b]pyridin-4a-yl]methoxy}-7-(8-ethyl-3-hydroxynaphthalen-1-yl)-8-fluoropyrido[4,3-d]pyrimidin-4-yl)-6-methyl-1,4-oxazepan-6-ol